thioisonitrile S([N+]#[C-])[N+]#[C-]